C(#N)[C@H](CC1=C(C=C(C=C1)C#CC1CCCC1)F)NC(OC(C)(C)C)=O tert-butyl (S)-(1-cyano-2-(4-(cyclopentylethynyl)-2-fluorophenyl)ethyl)carbamate